2,2-bis-(4,4-bis-(3,5-dimethyl-4-hydroxyphenyl)cyclohexyl)propane CC=1C=C(C=C(C1O)C)C1(CCC(CC1)C(C)(C)C1CCC(CC1)(C1=CC(=C(C(=C1)C)O)C)C1=CC(=C(C(=C1)C)O)C)C1=CC(=C(C(=C1)C)O)C